C(C)(C)(C)OC(=O)N1CC(C1)N1C(N(C2=C1C=CC=C2)CC2=C(C=C(C=C2)C=2OC(=NN2)C(F)F)F)=O 3-(3-(4-(5-(Difluoromethyl)-1,3,4-oxadiazol-2-yl)-2-fluorobenzyl)-2-oxo-2,3-dihydro-1H-benzo[d]imidazol-1-yl)azetidine-1-carboxylic acid tert-butyl ester